(rac)-4-[4-(4-bromophenoxy)azepan-1-yl]-1-methyl-2-oxo-1,2-dihydro-quinoline-3-carbonitrile BrC1=CC=C(O[C@H]2CCN(CCC2)C2=C(C(N(C3=CC=CC=C23)C)=O)C#N)C=C1 |r|